(1R,2R)-N-[7-chloro-6-(4-cyano-4-fluoro-1-piperidinyl)-3-isoquinolinyl]-2-ethyl-3-(1-methylpyrazol-4-yl)cyclopropanecarboxamide ClC1=C(C=C2C=C(N=CC2=C1)NC(=O)[C@@H]1[C@@H](C1C=1C=NN(C1)C)CC)N1CCC(CC1)(F)C#N